C(C=1OC(CN1)C)C=1OC(CN1)C methylenebis(5-methyl-oxazoline)